N-methyl-2-vinylimidazolium chloride [Cl-].CN1C(=[NH+]C=C1)C=C